4-(Dibenzylamino)benzoic Acid C(C1=CC=CC=C1)N(C1=CC=C(C(=O)O)C=C1)CC1=CC=CC=C1